N[C@H](C=1OC2=C(N1)C=C(C=C2)[C@@H](COC)N2C(N[C@@H](C2)C(F)(F)F)=O)C2CCC(CC2)F (S)-1-((S)-1-(2-((S)-amino((1r,4S)-4-fluorocyclohexyl)methyl)benzo[d]oxazol-5-yl)-2-methoxyethyl)-4-(trifluoromethyl)imidazolidin-2-one